(furan-3-yl)-N-methyl-N-phenyl-[1,2,4]triazolo[4,3-a]quinazolin-5-amine O1C=C(C=C1)C1=NN=C2N1C1=CC=CC=C1C(=N2)N(C2=CC=CC=C2)C